(thieno[3,2-b]thiophen-2-yl)tributyltin S1C2=C(C=C1[Sn](CCCC)(CCCC)CCCC)SC=C2